OC(CCCCCCCCCCC(=O)O)CCC(CCCCCCCCCCCCC)O 12,15-Dihydroxyoctacosanoic acid